trans-(1SR,2SR)-1-(2-pyridyldithio)tetralin-2-ol N1=C(C=CC=C1)SS[C@@H]1[C@H](CCC2=CC=CC=C12)O |r|